OCNCO bis-hydroxymethylamine